4-((4-(4-(N-benzylsulfonylamino)benzyl)piperazin-1-yl)methyl)-N-hydroxybenzoamide C(C1=CC=CC=C1)S(=O)(=O)NC1=CC=C(CN2CCN(CC2)CC2=CC=C(C(=O)NO)C=C2)C=C1